CCCCC/C=C\\C/C=C\\C/C=C\\C/C=C\\CCCCCCCCCCCCCC(=O)CC(=O)SCCNC(=O)CCNC(=O)[C@@H](C(C)(C)COP(=O)(O)OP(=O)(O)OC[C@@H]1[C@H]([C@H]([C@@H](O1)N2C=NC3=C(N=CN=C32)N)O)OP(=O)(O)O)O The molecule is an unsaturated fatty acyl-CoA that results from the formal condensation of the thiol group of coenzyme A with the carboxy group of (17Z,20Z,23Z,26Z)-3-oxodotriacontatetraenoic acid. It is a 3-oxo-fatty acyl-CoA, an unsaturated fatty acyl-CoA and an ultra-long-chain fatty acyl-CoA. It is a conjugate acid of a (17Z,20Z,23Z,26Z)-3-oxodotriacontatetraenoyl-CoA(4-).